(S)-N-((2S,3R)-3-(benzyloxy)-1-(methylamino)-1-oxobutan-2-yl)-2-((S)-2,2-dimethylcyclopropane-1-carbonyl)-6-(thiazole-5-carbonyl)-2,6-diazaspiro[3.4]octane-8-carboxamide C(C1=CC=CC=C1)O[C@@H]([C@@H](C(=O)NC)NC(=O)[C@@H]1CN(CC12CN(C2)C(=O)[C@@H]2C(C2)(C)C)C(=O)C2=CN=CS2)C